5-chloro-2-(4,4-difluoroazepan-1-yl)-N-(3-(N'-hydroxycarbamimidoyl)phenyl)-4-trifluoromethylbenzamide ClC=1C(=CC(=C(C(=O)NC2=CC(=CC=C2)C(N)=NO)C1)N1CCC(CCC1)(F)F)C(F)(F)F